2-phenylpyridyl formate C(=O)OC=1C(=NC=CC1)C1=CC=CC=C1